ClC1=C(C=C(C=C1)C)NC1=C(C(=CC(=C1)F)N)C N1-(2-chloro-5-methylphenyl)-5-fluoro-2-methylbenzene-1,3-diamine